(S)-6-(((1-(bicyclo[1.1.1]pentan-1-yl)-1H-1,2,3-triazol-4-yl)(isoquinolin-5-yl)methyl)amino)-4-(neopentylamino)quinoline-3,8-dicarbonitrile C12(CC(C1)C2)N2N=NC(=C2)[C@H](C2=C1C=CN=CC1=CC=C2)NC=2C=C1C(=C(C=NC1=C(C2)C#N)C#N)NCC(C)(C)C